(S)-8-(difluoromethoxy)-4',4',5'-trifluoro-6-(trifluoromethyl)-3',4'-dihydro-2'H,3H-spiro[imidazo[1,2-a]pyridine-2,1'-naphthalene] FC(OC=1C=2N(C=C(C1)C(F)(F)F)C[C@@]1(CCC(C3=C(C=CC=C13)F)(F)F)N2)F